C(C)(C)OC1CN(C1)C(=O)OCC1=C(C=CC=C1)C 2-methylbenzyl 3-isopropoxyazetidine-1-carboxylate